ClC1=C(C=C(C=C1)CC(=O)NC1=CC=C(C=C1)C1=NC=NC2=CC(=C(C=C12)OC)OCCCN1CCN(CC1)C)C(F)(F)F 2-(4-chloro-3-(trifluoromethyl)phenyl)-N-(4-(6-methoxy-7-(3-(4-methylpiperazin-1-yl)propoxy)quinazolin-4-yl)phenyl)acetamide